6-(trans-4-(((tert-butyloxycarbonyl)amino)methyl)cyclohexane-1-yl)formamido-4-((S)-2-(2-cyano-4,4-difluoropyrrolidin-1-yl)-2-oxoethyl)carbamoylquinoline C(C)(C)(C)OC(=O)NC[C@@H]1CC[C@H](CC1)C(=O)NC=1C=C2C(=CC=NC2=CC1)C(NCC(=O)N1[C@@H](CC(C1)(F)F)C#N)=O